CC1=CC=C(C=C1)S(=O)(=O)[O-].CC1=CC=C(C=C1)S(=O)(=O)[O-].CC1=CC=C(C=C1)S(=O)(=O)[O-].CC1=CC=C(C=C1)S(=O)(=O)[O-].C[N+]1=CC=C(C=C1)C2=C3C=CC(=C(C4=NC(=C(C5=CC=C(N5)C(=C6C=CC2=N6)C7=CC=[N+](C=C7)C)C8=CC=[N+](C=C8)C)C=C4)C9=CC=[N+](C=C9)C)N3 The molecule is an organosulfonate salt that is the tetrakis(p-toluenesulfonate) salt of meso-tetrakis(N-methyl-4-pyridyl)porphine. It has a role as an EC 2.7.7.49 (RNA-directed DNA polymerase) inhibitor, an angiogenesis inhibitor, an antineoplastic agent and a photosensitizing agent. It contains a meso-tetrakis(N-methyl-4-pyridyl)porphine(4+).